C(C)(C)(C)OC(=O)N1CCN(C2=CC=CC(=C12)C)C1=CC2=C(N=C(N=C2)NC2CC2)N(C1=O)CC1COCC1 4-[2-(cyclopropylamino)-7-oxo-8-(tetrahydrofuran-3-ylmethyl)-pyrido[2,3-d]pyrimidin-6-yl]-8-methyl-2,3-dihydroquinoxaline-1-carboxylic acid tert-butyl ester